OC1=C(C(=CC2=C1C=C1C(=CC2=O)C(C(C=C1)=O)(C)C)C(C)C)O 6,7-dihydroxy-8-isopropyl-1,1-dimethyl-1H-dibenzo[a,d][7]annulene-2,10-dione